COC(=O)C=1C=C2C=CC(=NC2=CC1)C1CC(OC(C1)C)C 2-(2,6-Dimethyltetrahydro-2H-pyran-4-yl)quinoline-6-carboxylic acid methyl ester